FC1=CC=CC=2OCC(C3OCCN(C=4C=C(C=C(C5=NNC6=CN=C(C12)C=C56)C4)C=4C=NN(C4)C)C3)(C)C 19-fluoro-12,12-dimethyl-4-(1-methyl-1H-pyrazol-4-yl)-10,14-dioxa-7,22,25,26-tetraazahexacyclo[19.5.2.12,6.17,11.015,20.024,27]triaconta-1(26),2,4,6(30),15(20),16,18,21,23,27-decaene